(R)-1,4-bis(t-butoxycarbonyl)piperazine-2-carboxylic acid C(C)(C)(C)OC(=O)N1[C@H](CN(CC1)C(=O)OC(C)(C)C)C(=O)O